C(C)(=O)O[C@H]1[C@H](O[C@H]([C@@H]([C@H]1OC(C)=O)NC(C)=O)OCCCCCCO)COC(C)=O (2R,3R,4R,5R,6R)-5-acetamido-2-(acetoxymethyl)-6-((6-hydroxyhexyl)oxy)tetrahydro-2H-pyran-3,4-diyl diacetate